methyl (S)-2-((4-((6-((4-cyano-2-fluorophenoxy)methyl)pyridin-2-yl)oxy)piperidin-1-yl)methyl)-3-(oxetan-2-ylmethyl)-3H-imidazo[4,5-b]pyridine-5-carboxylate C(#N)C1=CC(=C(OCC2=CC=CC(=N2)OC2CCN(CC2)CC2=NC=3C(=NC(=CC3)C(=O)OC)N2C[C@H]2OCC2)C=C1)F